methyl-isocyanatomethyl-3,5,5-trimethylcyclohexyl isocyanate CC1C(CC(CC1C)(C)C)(CN=C=O)N=C=O